C(C1=CC=CC=C1)N1[C@H](CCC1)COC=1C=C2C=CN=C(C2=CC1)NC=1C=NC(=CC1)Cl (R)-6-((1-benzylpyrrolidin-2-yl)methoxy)-N-(6-chloropyridin-3-yl)isoquinolin-1-amine